(5-aminospiro[2.3]hexan-5-yl)methanol NC1(CC2(CC2)C1)CO